C1(=CC=C(C=C1)\C=C(\C(=O)NC(C(=O)N[C@H](C(=O)NC12CC3CC(CC(C1)C3)C2)CC2=CNC3=CC=CC=C23)CC)/NC(C(C)(C)C)=O)C2=CC=CC=C2 2-((Z)-3-([1,1'-biphenyl]-4-yl)-2-pivalamidoacrylamino)-N-((S)-1-(adamantan-1-ylamino)-3-(1H-indol-3-yl)-1-oxopropan-2-yl)butyramide